2-([1,1'-Biphenyl]-4-ylmethyl)-4,4,5,5-tetramethyl-1,3,2-dioxaborolane C1(=CC=C(C=C1)CB1OC(C(O1)(C)C)(C)C)C1=CC=CC=C1